ClCC1(CC=C(C=C1)CCl)C1=CC=CC=C1 1,4-bis(chloromethyl)biphenyl